C(C)(C)(C)OC(=O)N(C/C=C/C#N)CCCN1C2=C(CCC3=C1C=CC=C3)C=CC(=C2)Cl (E)-4-{tert-butoxycarbonyl-[3-(3-chloro-10,11-dihydro-5H-dibenzo[b,f]azepin-5-yl)propylamino]}but-2-enenitrile